(R)-N-(5-((6-(3-([1,1'-biphenyl]-3-yl)isoxazolidin-2-yl)pyrimidin-4-yl)amino)-2-(4-(4-cyclopropylpiperazin-1-yl)piperidin-1-yl)-4-methoxyphenyl)acrylamide C1(=CC(=CC=C1)[C@@H]1N(OCC1)C1=CC(=NC=N1)NC=1C(=CC(=C(C1)NC(C=C)=O)N1CCC(CC1)N1CCN(CC1)C1CC1)OC)C1=CC=CC=C1